tert-butyl 2-((4-chloro-2-fluorobenzyl) oxy)-4-methyl-5,8-dihydro-1,7-naphthyridine-7(6H)-carboxylate ClC1=CC(=C(COC2=NC=3CN(CCC3C(=C2)C)C(=O)OC(C)(C)C)C=C1)F